4-(3-Fluoro-2,2-dimethyl-butyryl)-3,5-dihydro-2H-pyrido[3,4-f][1,4]oxaazepine-9-Formonitrile FC(C(C(=O)N1CCOC2=C(C1)C=NC=C2C#N)(C)C)C